5-chloro-6-oxo-1H-pyrimidine-4-carboxamide ClC1=C(N=CNC1=O)C(=O)N